FC1=CC=C(C=C1)C(=O)N1[C@@H](C=2N(CC1)C(=NC2C2=CC(=NC=C2)F)C2=NC(=NS2)C)C (R)-(4-fluorophenyl)(1-(2-fluoropyridin-4-yl)-8-methyl-3-(3-methyl-1,2,4-thiadiazol-5-yl)-5,6-dihydroimidazo[1,5-a]pyrazin-7(8H)-yl)methanone